(S)-beta-aminoisobutyric acid n-decyl ester C(CCCCCCCCC)OC([C@H](CN)C)=O